C(C)(C)(C)OC(N[C@@H]1CCN2C1=NC=C2)=O |o1:7| (R or S)-(6,7-dihydro-5H-pyrrolo[1,2-a]imidazol-7-yl)carbamic tert-butyl ester